3-amino-N-(2,6-dichloro-2'-(trifluoromethoxy)-[1,1'-biphenyl]-4-yl)-2-(4-(methylsulfonyl)phenyl)propionamide NCC(C(=O)NC1=CC(=C(C(=C1)Cl)C1=C(C=CC=C1)OC(F)(F)F)Cl)C1=CC=C(C=C1)S(=O)(=O)C